14-(3-(pyren-1-yl)phenyl)dibenzo[a,j]acridine C1(=CC=C2C=CC3=CC=CC4=CC=C1C2=C34)C=3C=C(C=CC3)C=3C=4C2=C(C=CC4N=C4C=CC1=C(C34)C=CC=C1)C=CC=C2